N-(2-(azetidin-3-yl)ethyl)-N-isopropylsulfamide trifluoroacetate FC(C(=O)O)(F)F.N1CC(C1)CCN(S(=O)(=O)N)C(C)C